6-(2-{5-chloro-2-oxo-1,2-dihydrospiro[indole-3,4'-piperidin]-1'-yl}ethoxy)-1-methyl-3,4-dihydro-1H-2λ6,1-benzothiazine-2,2-dione ClC=1C=C2C(=CC1)NC(C21CCN(CC1)CCOC=1C=CC2=C(CCS(N2C)(=O)=O)C1)=O